(1R)-3-amino-1-[(2S)-2-fluorocyclopropyl]pyridin-2-one NC=1C(N(C=CC1)[C@H]1[C@H](C1)F)=O